(6R)-6-{[2-(4-methoxyphenyl)-8-methyl[1,2,4]triazolo[1,5-c]quinazolin-5-yl]amino}-1,4-diazepan-5-one COC1=CC=C(C=C1)C1=NN2C(=NC=3C=C(C=CC3C2=N1)C)N[C@H]1C(NCCNC1)=O